OC=1C=C(C(=O)O)C=C(C1)O.N1=CC=CC(=C1)C1N(C)CCC1 nicotine-3,5-dihydroxybenzoic acid salt